Cl.CN1C=NC=2C1=NC=C(N2)N 1-methyl-1H-imidazo[4,5-b]pyrazin-5-amine hydrochloride